tetrahydro-1H-cyclopenta[cd]indene C1CC2C=3C(=CC=CC13)CC2